C(C=C)[Si](O[Si](CC=C)(O[Si](C)(C)C)O[Si](C)(C)C)(O[Si](C)(C)C)O[Si](C)(C)C 1,3-diallyltetrakis(trimethylsiloxy)disiloxane